C(OCC)(OC1=C(C=C(C=C1C=O)C(NC=1SC(=CN1)C1=CC(=CC=C1)N1CCCC1)=O)F)=O ethyl (2-fluoro-6-formyl-4-((5-(3-(pyrrolidin-1-yl)phenyl)thiazol-2-yl)carbamoyl)phenyl) carbonate